(1S)-N-(7-fluoro-6-(1-((3R,4R)-4-hydroxy-3-methyltetrahydrofuran-3-yl)piperidin-4-yl)isoquinolin-3-yl)-6-oxaspiro[2.5]octane-1-carboxamide FC1=C(C=C2C=C(N=CC2=C1)NC(=O)[C@H]1CC12CCOCC2)C2CCN(CC2)[C@@]2(COC[C@@H]2O)C